N(=[N+]=[N-])C=1NC=CN1 azido-imidazole